Dimethyl-2,4-heptanediol dibenzoate C(C1=CC=CC=C1)(=O)OC(C(C)C)CC(CCC)OC(C1=CC=CC=C1)=O